N=1C=NN2C1C=CC(=C2)OC2=C(C=C(C=C2)NC=2C1=C(N=CN2)NC2=C1CN(CC2)C(C=C)=O)C 1-(4-((4-([1,2,4]triazolo[1,5-a]pyridin-6-yloxy)-3-methylphenyl)amino)-5,7,8,9-tetrahydro-6H-pyrido[3',4':4,5]pyrrolo[2,3-d]pyrimidin-6-yl)prop-2-en-1-one